3-chloro-1-ethyl-1H-pyrrolo[2,3-b]Pyridine-5-carboxylic acid ClC1=CN(C2=NC=C(C=C21)C(=O)O)CC